2-bromo-4-(hydrazineylidenemethyl)pyridine BrC1=NC=CC(=C1)C=NN